COC(C1=CN=C(C=C1C1=C(C=CC(=C1)C(F)F)OC)C)=O 4-(5-(difluoromethyl)-2-methoxyphenyl)-6-methylnicotinic acid methyl ester